ClC1=C(C(=CC=C1)O)NC(=O)NCC=1C=C2CN(C(C2=CC1)=O)C1C(NC(CC1)=O)=O 1-(2-chloro-6-hydroxy-phenyl)-3-[[2-(2,6-dioxo-3-piperidyl)-1-oxo-isoindolin-5-yl]methyl]urea